tert-butyl 3-cyano-3-(1,1-difluoro-3-iodo-propyl)azetidine-1-carboxylate C(#N)C1(CN(C1)C(=O)OC(C)(C)C)C(CCI)(F)F